vinylphenol sulfate S(=O)(=O)(O)OC1=C(C=CC=C1)C=C